2-[4-[6-(dimethylamino)pyridin-3-yl]phenyl]-1,3-benzothiazol-6-ol CN(C1=CC=C(C=N1)C1=CC=C(C=C1)C=1SC2=C(N1)C=CC(=C2)O)C